(7-azabicyclo[2.2.1]heptan-1-yl)methyl ((R)-2-phenyl-1-((3aS,4S,6S,7aR)-3a,5,5-trimethylhexahydro-4,6-methanobenzo[d][1,3,2]dioxaborol-2-yl)ethyl)carbamate C1(=CC=CC=C1)C[C@@H](B1O[C@@]2([C@H](O1)C[C@H]1C([C@@H]2C1)(C)C)C)NC(OCC12CCC(CC1)N2)=O